5-(3-(2,2-Difluoroethyl)-2-methyl-3H-imidazo[4,5-b]pyridin-5-yl)-N2-((3S,4R)-4-fluoro-1-(oxetan-3-yl)pyrrolidin-3-yl)-N4-methylpyrrolo[2,1-f][1,2,4]triazine-2,4-diamine FC(CN1C(=NC=2C1=NC(=CC2)C=2C=CN1N=C(N=C(C12)NC)N[C@H]1CN(C[C@H]1F)C1COC1)C)F